(R,E)-2-cyano-N-(1-(3-methoxyphenyl)ethyl)-3-(1H-pyrrolo[2,3-b]pyridin-3-yl)acrylamide C(#N)/C(/C(=O)N[C@H](C)C1=CC(=CC=C1)OC)=C\C1=CNC2=NC=CC=C21